(1R,3S,5R)-2-(2-(4-amino-8-methoxy-9H-pyrimido[4,5-b]indol-9-yl)acetyl)-N-(6-bromopyridin-2-yl)-5-methyl-2-azabicyclo[3.1.0]hexane-3-carboxamide NC1=NC=NC=2N(C3=C(C=CC=C3C21)OC)CC(=O)N2[C@@H]1C[C@@]1(C[C@H]2C(=O)NC2=NC(=CC=C2)Br)C